2-((1-(7,8-dichloro-4-(1H-imidazol-1-yl)quinolin-2-yl)pyrrolidin-2-yl)methoxy)acetic acid ClC1=CC=C2C(=CC(=NC2=C1Cl)N1C(CCC1)COCC(=O)O)N1C=NC=C1